behenyl trimellitate C(C=1C(C(=O)[O-])=CC(C(=O)[O-])=CC1)(=O)OCCCCCCCCCCCCCCCCCCCCCC